N=1C=CN2C1C=C(C=C2)NC(C(=O)O)=O 2-(imidazo[1,2-a]pyridin-7-ylamino)-2-oxo-acetic acid